CC=1C=C(CN(O)CC2=CC(=CC=C2)C)C=CC1 N,N-bis(m-methylbenzyl)hydroxylamine